5-(3-(1,3-dioxoisoindolin-2-yl)prop-1-yn-1-yl)furan O=C1N(C(C2=CC=CC=C12)=O)CC#CC1=CC=CO1